6-cyano-2-((2-fluoro-4-iodophenyl)amino)nicotinic acid methyl ester COC(C1=C(N=C(C=C1)C#N)NC1=C(C=C(C=C1)I)F)=O